(E)-(3-(4-butoxy-3-methoxyphenyl)acryloyl)-L-leucine methyl ester COC([C@@H](NC(\C=C\C1=CC(=C(C=C1)OCCCC)OC)=O)CC(C)C)=O